Ethyl (3S)-3-(1,4-dimethyl-1H-benzotriazol-5-yl)-3-{7-[(7'-hydroxy-3'H-spiro[cyclopropane-1,2'-Pyrido[2,3-f][1,4]oxazepine]-4'(5'H)-yl)methyl]-1-benzothiophen-5-yl}propanoate CN1N=NC2=C1C=CC(=C2C)[C@@H](CC(=O)OCC)C=2C=C(C1=C(C=CS1)C2)CN2CC1(OC3=C(C2)N=C(C=C3)O)CC1